N-[3-chloro-4-[4-[2-(dimethylamino)ethyl]piperazine-1-carbonyl]phenyl]-5-(3-fluoro-4-methoxy-phenyl)-1-methyl-imidazole-2-carboxamide ClC=1C=C(C=CC1C(=O)N1CCN(CC1)CCN(C)C)NC(=O)C=1N(C(=CN1)C1=CC(=C(C=C1)OC)F)C